CC=1C(OC2(C1C)CC1(CCCCC1)CO2)=O 3,4-Dimethyl-1,14-dioxadispiro[4.1.57.25]tetradec-3-en-2-one